4-(azetidin-1-yl)-6-chloropyrimidine N1(CCC1)C1=NC=NC(=C1)Cl